ethyl-6-(1-methyl-1H-indazol-5-ylamino)-1-[6-(1-methyl-4-piperidyloxy)-2-pyridyl]-1,2-dihydro-3H-1,2,5,7-tetraazainden-3-one C(C)N1N(C2=NC(=NC=C2C1=O)NC=1C=C2C=NN(C2=CC1)C)C1=NC(=CC=C1)OC1CCN(CC1)C